7-((2R,3R,4R,5S)-3,4-bis((tert-Butyldimethylsilyl)oxy)-5-((((3-methyl-5-(naphthalen-1-yl)isoxazol-4-yl)methyl)thio)methyl)tetrahydrofuran-2-yl)-7H-pyrrolo[2,3-d]pyrimidin-4-amine [Si](C)(C)(C(C)(C)C)O[C@H]1[C@@H](O[C@@H]([C@H]1O[Si](C)(C)C(C)(C)C)CSCC=1C(=NOC1C1=CC=CC2=CC=CC=C12)C)N1C=CC2=C1N=CN=C2N